(1R,3S,5R)-2-(2-(3-acetyl-7-methyl-5-(2-methylpyrazolo[1,5-a]pyrimidin-6-yl)-1H-indol-1-yl)acetyl)-5-methyl-N-(6-(trifluoro-methyl)pyrazin-2-yl)-2-azabicyclo[3.1.0]hexane-3-carboxamide C(C)(=O)C1=CN(C2=C(C=C(C=C12)C=1C=NC=2N(C1)N=C(C2)C)C)CC(=O)N2[C@@H]1C[C@@]1(C[C@H]2C(=O)NC2=NC(=CN=C2)C(F)(F)F)C